P-7,10,13,16-Tetraoxaheptadec-1-yl-phosphonic acid C(CCCCCOCCOCCOCCOC)P(O)(O)=O